[Na].OCC(O)CO RAC-glycerol sodium salt